3-(4-Formylthiophen-2-yl)-1-Boc-1H-indole C(=O)C=1C=C(SC1)C1=CN(C2=CC=CC=C12)C(=O)OC(C)(C)C